BrC=1C=NC=C(C1)F 3-bromo-5-fluoro-pyridine